C1(CC1)N1N=CC(=C1)C1=CC(=NC(=N1)C(C)(F)F)NC1=CC(=NC=C1OC)NC(C)=O N-(4-((6-(1-cyclopropyl-1H-pyrazol-4-yl)-2-(1,1-difluoroethyl)pyrimidin-4-yl)amino)-5-methoxypyridin-2-yl)acetamide